C1=C(C(=O)NC(=O)N1)[C@H]2[C@@H]([C@@H]([C@H](O2)COP(=O)(O)O)O)O The molecule is a C-nucleoside phosphate consisting of pseudouridine having a monophosphate group at the 5'-position. It derives from a pseudouridine. It is a conjugate acid of a pseudouridine 5'-phosphate(2-).